C(CCC)N(C=1N=C(C2=C(N1)C=CC=N2)NC2CCCC2)C N2-Butyl-N4-cyclopentyl-N2-methyl-pyrido[3,2-d]pyrimidine-2,4-diamine